C1(CC1)C=1C(=C2C=NNC2=CC1)CNC(C1=CC(=C(C=C1)C)F)=O N-((5-cyclopropyl-1H-indazol-4-yl)methyl)-3-fluoro-4-methyl-benzamide